3-[bis(dimethyl-amino)methyliumyl]-3H-benzotriazol-1-oxide hexafluorophosphate F[P-](F)(F)(F)(F)F.CN(C)[C+](N1N=[N+](C2=C1C=CC=C2)[O-])N(C)C